fluoro-10-(1-hydroxyethyl)-5,8-dimethyl-benzo[c][1,8]naphthyridin-6-one FC1=C2C3=C(C(N(C2=NC=C1)C)=O)C=C(C=C3C(C)O)C